C(C)(C)(C)OC(=O)C1=CC=NC2=CC=C(C=C12)CCCOC.CN1N=C(C(=C1)C1=C2C(=NC=C1)NC=C2)C2=CN=CS2 5-(1-methyl-4-(1H-pyrrolo[2,3-b]pyridin-4-yl)-1H-pyrazol-3-yl)thiazole tert-Butyl-6-(3-methoxypropyl)quinoline-4-carboxylate